5-[5-[[dimethyl(oxo)-λ6-sulfanylidene]amino]-3-ethylsulfonyl-2-pyridyl]-1-methyl-2-(trifluoromethyl)pyrazolo[1,5-a]pyrimidin-7-one CS(=O)(C)=NC=1C=C(C(=NC1)C=1N=C2N(C(C1)=O)N(C(=C2)C(F)(F)F)C)S(=O)(=O)CC